FC(C(=O)[O-])(F)F.C[NH+](C)CCC N,N-dimethyl-1-propylaminium trifluoroacetate